CC1=C(N=C2N(C1=O)C=C(C=C2[C@@H](C)NC2=C(C(=O)O)C=CC=C2)C)N2C(CN(CC2)CC=2C=NC=CC2)C 2-(((1R)-1-(3,7-dimethyl-2-(2-methyl-4-(pyridin-3-ylmethyl)piperazin-1-yl)-4-oxo-4H-pyrido[1,2-a]pyrimidin-9-yl)ethyl)amino)benzoic acid